dipotassium ethylenediamine tetraacetate magnesium salt [Mg].C(C)(=O)ON(CCN(OC(C)=O)OC(C)=O)OC(C)=O.[K].[K]